FC1=CC=CC=2C3=C(NC12)CCN(C3)C(=O)[C@H]3[C@@H](CCCC3)C(=O)NC3COCC3=O (1R,2R)-2-(6-fluoro-2,3,4,5-tetrahydro-1H-pyrido[4,3-b]indole-2-carbonyl)-N-(S)-(4-oxotetrahydrofuran-3-yl)-cyclohexane-1-carboxamide